2-Buten-1-ol C(C=CC)O